3-hydroxy-3,4-dihydro-1,5-naphthyridin-2(1H)-one OC1C(NC2=CC=CN=C2C1)=O